C(CC(=C)C)NC1CCC(CC1)=O 4-(isopentenylamino)cyclohexanone